2-(3,4-Dihydroisoquinolin-2(1H)-yl)-N-(mesitylenesulfonyl)acetamide C1N(CCC2=CC=CC=C12)CC(=O)NS(=O)(=O)C1=C(C=C(C=C1C)C)C